2-(((2-Amino-4-chloro-5-methoxyphenyl)thio)methyl)-2-ethylhexanoic acid NC1=C(C=C(C(=C1)Cl)OC)SCC(C(=O)O)(CCCC)CC